1-[(3R)-1-(tert-Butoxycarbonyl)pyrrolidin-3-yl]-5-methyl-1,2,3-triazole-4-carboxylic acid C(C)(C)(C)OC(=O)N1C[C@@H](CC1)N1N=NC(=C1C)C(=O)O